ClC1=CC=C(C=C1)C(CC(=O)N1CCN(CC1)C=1C=NN2C1C=CC(=C2)C=2C=NN(C2)C)F 3-(4-chlorophenyl)-3-fluoro-1-(4-(6-(1-methyl-1H-pyrazol-4-yl)pyrazolo[1,5-a]pyridin-3-yl)piperazin-1-yl)propan-1-one